N1(N=CC=C1)CC1=C(C=C(C(=O)O)C=C1)C#N 4-((1H-pyrazol-1-yl)methyl)-3-cyanobenzoic acid